6-(2,6-difluoro-4-(7-methyl-2-(methyl-d3)-2H-indazol-4-yl)benzyl)-6,7-dihydro-5H-pyrrolo[3,4-b]pyridin-5-one-7,7-d2 FC1=C(CN2C(C3=NC=CC=C3C2=O)([2H])[2H])C(=CC(=C1)C=1C2=CN(N=C2C(=CC1)C)C([2H])([2H])[2H])F